2-(hydroxy(naphthalene-2-yl)methyl)cyclopentanone OC(C1C(CCC1)=O)C1=CC2=CC=CC=C2C=C1